PHENOXYPROPYLAMINE O(C1=CC=CC=C1)CCCN